tert-Butyl ((S)-2'-(((2R,7aS)-2-fluorotetrahydro-1H-pyrrolizin-7a(5H)-yl)methoxy)-4'-oxo-3,3',4,4',5',8'-hexahydro-2H-spiro[naphthalene-1,7'-pyrano[4,3-d]pyrimidin]-7-yl)carbamate F[C@@H]1C[C@@]2(CCCN2C1)COC=1NC(C2=C(N1)C[C@@]1(OC2)CCCC2=CC=C(C=C21)NC(OC(C)(C)C)=O)=O